FC1=C(COC=2C(=C(C=CC2OC)C=2SC=C3NC(NC(C32)=O)=O)F)C(=CC=C1F)OC 5-(((2,3-difluoro-6-methoxybenzyl)oxy)-2-fluoro-4-methoxyphenyl)thieno[3,4-d]pyrimidine-2,4(1H,3H)-dione